BrC=1C(=CC2=C(OC[C@H]3N2CCN(C3)C(=O)OC(C)(C)C)C1)F tert-butyl (S)-8-bromo-9-fluoro-1,2,4a,5-tetrahydrobenzo[b]pyrazino[1,2-d][1,4]oxazine-3(4H)-carboxylate